ethyl N-(4-chlorobenzyl)-P-(4-(5-(trifluoromethyl)-1,3,4-oxadiazol-2-yl)benzyl)phosphonamidate ClC1=CC=C(CNP(OCC)(=O)CC2=CC=C(C=C2)C=2OC(=NN2)C(F)(F)F)C=C1